COC1=CC=C(C=C1)SC=1N(C2=C(C(N(C=3N=C(C=CC23)C(F)(F)F)C=2C(=NC=CC2)C)=O)N1)C 2-((4-methoxyphenyl)thio)-1-methyl-5-(2-methylpyridin-3-yl)-7-(trifluoromethyl)-1,5-dihydro-4H-imidazo[4,5-c][1,8]naphthyridin-4-one